2'-[6-amino-5-(trifluoromethoxy)pyridin-3-yl]-N-[(1R)-1-(4-fluorophenyl)ethyl]-5',6'-dihydrospiro[azetidine-3,4'-pyrrolo[1,2-b]pyrazole]-1-carboxamide NC1=C(C=C(C=N1)C=1C=C2N(N1)CCC21CN(C1)C(=O)N[C@H](C)C1=CC=C(C=C1)F)OC(F)(F)F